4-bromo-2-{[(2S)-1,1,1-trifluoropropan-2-yl]oxy}benzoyl chloride BrC1=CC(=C(C(=O)Cl)C=C1)O[C@H](C(F)(F)F)C